(3-(2-(trans-4,4-difluoro-2-hydroxycyclopentylamino)-5-(Trifluoromethyl)pyrimidin-4-yl)-1H-indol-7-yl)dimethylphosphine oxide FC1(C[C@H]([C@@H](C1)NC1=NC=C(C(=N1)C1=CNC2=C(C=CC=C12)P(C)(C)=O)C(F)(F)F)O)F